1-[2-bromo-5-[[2-chloro-4-(1-ethylpropylamino)pyrimidin-2-yl]amino]-3-methyl-phenyl]ethanone BrC1=C(C=C(C=C1C)NC1(NC=CC(=N1)NC(CC)CC)Cl)C(C)=O